ClC=1C=C2C=NNC2=CC1[C@@H]1[C@H](CN(CC1)C1COC1)F |o1:10| (R,R or S,S)-5-chloro-6-(3-fluoro-1-(oxetan-3-yl)piperidin-4-yl)-1H-indazole